6-((1R,6R)-6-aminocyclohex-3-en-1-yl)-2-chloro-5-(difluoromethyl)-N-(furan-2-ylmethyl)-7-iodo-5H-pyrrolo[3,2-d]pyrimidin-4-amine N[C@@H]1CC=CC[C@H]1C1=C(C=2N=C(N=C(C2N1C(F)F)NCC=1OC=CC1)Cl)I